2-bromo-3-methylbenzonitrile BrC1=C(C#N)C=CC=C1C